F[B-](F)(F)F.C(C)[N+](C)(C)CC Diethyl-dimethyl-ammonium tetrafluoroborate